4-Bromo-2-fluoro-6-isopropoxybenzonitrile BrC1=CC(=C(C#N)C(=C1)OC(C)C)F